tert-butyl [(2-{[(4-bromophenyl)carbamoyl]amino}-2-ethylbutanoyl)amino]acetate BrC1=CC=C(C=C1)NC(=O)NC(C(=O)NCC(=O)OC(C)(C)C)(CC)CC